4-amino-8-(3-cyanopyridin-2-yl)-7-fluoro-N-propylisoquinoline-3-carboxamide NC1=C(N=CC2=C(C(=CC=C12)F)C1=NC=CC=C1C#N)C(=O)NCCC